C(C1=CC=CC=C1)ONN1[C@@H](CCCC1)C(=O)O (2S,5R)-benzyloxyamino-piperidine-2-formic acid